C(#N)[C@H](C[C@H]1C(NCC1)=O)NC(=O)[C@@H]1[C@H]2C([C@H]2CN1C([C@H](C(C)(C)C)NC(C(F)(F)F)=S)=O)(C)C (1R,2S,5S)-N-((S)-1-cyano-2-((S)-2-oxopyrrolidin-3-yl)ethyl)-3-((S)-3,3-dimethyl-2-(2,2,2-trifluoroethanethioamido)butanoyl)-6,6-dimethyl-3-azabicyclo[3.1.0]hexane-2-carboxamide